1-[(1S,2R)-2-amino-3,3-difluorocyclohexyl]-N-(cyclopropylmethyl)-N-methylazetidin-3-amine N[C@@H]1[C@H](CCCC1(F)F)N1CC(C1)N(C)CC1CC1